C(#N)CC=1N(C=2N(C(N=C(C2N1)N1C[C@H](N(C[C@@H]1C)C(=O)OC(C)(C)C)C)=O)C)C([2H])([2H])[2H] tert-butyl (2R,5S)-4-(8-(cyanomethyl)-3-methyl-9-(methyl-d3)-2-oxo-3,9-dihydro-2H-purin-6-yl)-2,5-dimethylpiperazine-1-carboxylate